N[C@@H](CN1C(C=2C=C3C(=CC2CC1)N(C(=N3)C=3N(C1=C(C=CC=C1C3)OCCO)CC3CC3)C)=O)CF (S)-6-(2-amino-3-fluoropropyl)-2-(1-(cyclopropylmethyl)-7-(2-hydroxyethoxy)-1H-indol-2-yl)-1-methyl-1,6,7,8-tetrahydro-5H-imidazo[4,5-g]isoquinolin-5-one